C(C=C)OCCOCCC(=O)OC(C)(C)C tert-butyl 3-[2-(prop-2-en-1-yloxy)ethoxy]propanoate